2-chloro-N-(4-(1,1,1,3,3,3-hexafluoro-2-methoxypropan-2-yl)phenyl)benzamide ClC1=C(C(=O)NC2=CC=C(C=C2)C(C(F)(F)F)(C(F)(F)F)OC)C=CC=C1